CCC(CC)OC1C=C(CCC1)C(=O)O 3-(pentan-3-yloxy)cyclohex-1-ene-1-carboxylic acid